CS(=O)(=O)OC1=CC=CC=C1 phenyl MethaneSulfonate